OC[C@H]1CN(CCN1C1=NC=C(C=N1)C(F)(F)F)C(=O)OC1=CC(=CC=C1)C1=CNC(C(=C1)C(F)(F)F)=O 3-(6-Oxo-5-(trifluoromethyl)-1,6-dihydropyridin-3-yl)phenyl (R)-3-(hydroxymethyl)-4-(5-(trifluoromethyl)pyrimidin-2-yl)piperazine-1-carboxylate